Racemic-(8-(Pyridin-3-yl)isochroman-1-yl)methanamine N1=CC(=CC=C1)C=1C=CC=C2CCO[C@H](C12)CN |r|